8-(6-Cyclopropylpyridin-3-yl)-2-ethoxy-6-(2-(hydroxymethyl)-1-methyl-1H-benzo[d]imidazol-6-yl)pterin C1(CC1)C1=CC=C(C=N1)N1C=C(N=C2C(NC(N=C12)(N)OCC)=O)C=1C=CC2=C(N(C(=N2)CO)C)C1